C(=O)C1=CC(=CS1)C=1SC(=CC1)C(=O)O 5'-FORMYL-[2,3']BITHIOPHENYL-5-CARBOXYLIC ACID